NC=1C=C(OC2=CC=C(C=C2)C(=O)C2=CC=C(C=C2)OC2=CC(=CC=C2)N)C=CC1 bis[4-(3-aminophenoxy)phenyl] Ketone